ethyl (S)-7-(spiro[3.4]octan-6-yl)-5,6,7,8-tetrahydro-1,7-naphthyridine-3-carboxylate C1CCC12C[C@H](CC2)N2CCC=1C=C(C=NC1C2)C(=O)OCC